[Li+].N[C@@H](CC(N)=O)C(=O)[O-] asparagine lithium salt